benzyl (CIS)-3-((tert-butoxycarbonyl)amino)-2-((((CIS)-4-phenylcyclohexyl)oxy)-methyl)-pyrrolidine-1-carboxylate C(C)(C)(C)OC(=O)N[C@@H]1[C@@H](N(CC1)C(=O)OCC1=CC=CC=C1)CO[C@@H]1CC[C@@H](CC1)C1=CC=CC=C1